N-(5-(4-chlorobutanamido)-2-methylpyridin-3-yl)-2-(1-methyl-1H-pyrazol-4-yl)pyrazolo[5,1-b]thiazole-7-carboxamide ClCCCC(=O)NC=1C=C(C(=NC1)C)NC(=O)C=1C=NN2C1SC(=C2)C=2C=NN(C2)C